5,5-dimethyl-dihydroisoxazole CC1(CCNO1)C